1-(4-phenylbut-3-en-2-yl)piperidine C1(=CC=CC=C1)C=CC(C)N1CCCCC1